7-fluoro-1-isopropyl-3-methyl-8-(6-((2-(piperazin-1-yl)ethoxy)methyl)pyridin-3-yl)-1,3-dihydro-2H-imidazo[4,5-c]cinnolin-2-one FC=1C(=CC=2C3=C(N=NC2C1)N(C(N3C(C)C)=O)C)C=3C=NC(=CC3)COCCN3CCNCC3